BrC1=CC=CC(=N1)C1=CN=C2N1C=C(N=C2)C(C)(C)C 3-(6-bromopyridin-2-yl)-6-(tert-butyl)imidazo[1,2-a]pyrazine